ClC1=CC=C(C=C1)N1N=C(C2=NC=CC=C21)C2=CC(N(C=C2)[C@@H](C)C2=NC=CC=C2)=O (S)-4-(1-(4-chlorophenyl)-1H-pyrazolo[4,3-b]pyridin-3-yl)-1-(1-(pyridin-2-yl)ethyl)pyridin-2(1H)-one